2-((3-ethylisoxazol-5-yl)methyl)-6-(2-(2,2,2-trifluoroethoxy)pyrimidin-5-yl)pyridazine-3(2H)-one C(C)C1=NOC(=C1)CN1N=C(C=CC1=O)C=1C=NC(=NC1)OCC(F)(F)F